CCC(C)(C)[O-] tert-Pentoxid